ClC1=C(C=CC=C1Cl)C1CC(OC=2CC(CC(C12)=O)(C)C)=O 4-(2,3-dichlorophenyl)-7,7-dimethyl-4,6,7,8-tetrahydro-2H-chromene-2,5(3H)-dione